CN(CCN1N=CC(=C1C1=CC2=C(C=N1)N=C(S2)N)C)C 6-(1-(2-(dimethylamino)ethyl)-4-methyl-1H-pyrazol-5-yl)thiazolo[4,5-c]pyridin-2-amine